2,2'-[azobis(dimethylmethylene)]bis(2-imidazoline) N(=NC(C)(C)C=1NCCN1)C(C)(C)C=1NCCN1